4-((3-(3-(2,2-difluorovinyl)-8-(((3S,4R)-3-fluoro-1-methylpiperidin-4-yl)amino)imidazo[1,2-a]pyridin-2-yl)prop-2-yn-1-yl)amino)-3-methoxy-N-methylbenzamide FC(=CC1=C(N=C2N1C=CC=C2N[C@H]2[C@H](CN(CC2)C)F)C#CCNC2=C(C=C(C(=O)NC)C=C2)OC)F